C(C)(C)N1N=C(C=2C=NC(=CC21)NC2=NC(=NC=C2)N2CCC(CC2)OC)N2CCC(CC2)CN2C1CNCC2CC1 8-((1-(1-isopropyl-6-((2-(4-methoxypiperidin-1-yl)pyrimidin-4-yl)amino)-1H-pyrazolo[4,3-c]pyridin-3-yl)piperidin-4-yl)methyl)-3,8-diazabicyclo[3.2.1]octan